N-(3-(N-(tert-butyl)sulfamoyl)phenyl)-5-((1-hydroxy-2-methylpropan-2-yl)amino)-3-(7-azaspiro[3.5]nonan-7-yl)pyrazine-2-carboxamide C(C)(C)(C)NS(=O)(=O)C=1C=C(C=CC1)NC(=O)C1=NC=C(N=C1N1CCC2(CCC2)CC1)NC(CO)(C)C